ethyl 3-(3,4-difluoro-2-methoxyphenyl)furan-2-carboxylate FC=1C(=C(C=CC1F)C1=C(OC=C1)C(=O)OCC)OC